COC1=C(C=CC=C1)C1=NOC=C1 3-(2-methoxyphenyl)-isoxazole